OC1=C(C(=O)OCC2=CC=CC=C2)C=C(C=C1)[N+](=O)[O-] Benzyl 2-hydroxy-5-nitrobenzoate